tert-butyl 7-(2-((4-chloro-3-fluorobenzyl)amino)ethyl)-6,8-dioxa-2-azaspiro[3.5]nonane-2-carboxylate ClC1=C(C=C(CNCCC2OCC3(CN(C3)C(=O)OC(C)(C)C)CO2)C=C1)F